C(C)(=O)OC[C@H]1O[C@H]([C@@H]([C@H]([C@H]1F)OC(C)=O)OC(C)=O)ON [(2R,3S,4R,5R,6S)-4,5-diacetoxy-6-aminooxy-3-fluoro-tetrahydropyran-2-yl]methyl acetate